P(=S)(SCC(C)C)(OCC(C)C)[O-] diisobutyl Dithiophosphate